[C@H](C)(CC)[C@@H]1N(CC2=C(NC1=O)C=CC=C2)C2=NC(=NC(=N2)Cl)Cl (S)-3-((S)-sec-butyl)-4-(4,6-dichloro-1,3,5-triazin-2-yl)-1,3,4,5-tetrahydro-2H-benzo[e][1,4]diazepin-2-one